2-bromo-N-((2-ethyl-1H-imidazol-5-yl)methyl)-N-methylbutanamide BrC(C(=O)N(C)CC1=CN=C(N1)CC)CC